((2-(((3S,6S,9aS)-3-(3-(2-cyano-3-methoxypyridin-4-yl)azetidine-1-carbonyl)-5-oxooctahydro-1H-pyrrolo[1,2-a]azepin-6-yl)carbamoyl)benzo[b]thiophen-5-yl)fluoromethyl)phosphonic acid C(#N)C1=NC=CC(=C1OC)C1CN(C1)C(=O)[C@@H]1CC[C@H]2N1C([C@H](CCC2)NC(=O)C2=CC1=C(S2)C=CC(=C1)C(F)P(O)(O)=O)=O